2-(6-(4,4-dimethylcyclohex-1-en-1-yl)naphthalen-2-yl)thiazol CC1(CC=C(CC1)C=1C=C2C=CC(=CC2=CC1)C=1SC=CN1)C